C1(CC1)C#CC(=O)C1=C(C=O)C=CC=C1 2-(3-cyclopropylpropynoyl)benzaldehyde